Rel-5-[[2-[(2R,4S,5R)-2-(1,3-benzothiazol-5-yl)-4-methoxy-5-methyl-1-piperidyl]-2-oxo-acetyl]amino]pyridine-3-carboxamide S1C=NC2=C1C=CC(=C2)[C@@H]2N(C[C@H]([C@H](C2)OC)C)C(C(=O)NC=2C=C(C=NC2)C(=O)N)=O |o1:9,12,13|